5-(trans-3-(4-(trifluoromethyl)phenoxy)cyclobutyl)-1H-indole-3-carboxylic acid methyl ester COC(=O)C1=CNC2=CC=C(C=C12)[C@@H]1C[C@H](C1)OC1=CC=C(C=C1)C(F)(F)F